o-butylbenzoic acid C(CCC)C1=C(C(=O)O)C=CC=C1